Methyl (R)-3-allyl-1-methyl-2-oxoindoline-3-carboxylate C(C=C)[C@@]1(C(N(C2=CC=CC=C12)C)=O)C(=O)OC